C1(=CC=CC=2SC3=C(C21)C=CC=C3)C3=CC=C(C=C3)B(O)O 4-(1-dibenzothienyl)phenylboronic acid